N1CC(C1)N1N=C(C=2C1=NC=CC2)C#CC2=CC=CC=C2 1-(azetidin-3-yl)-3-(phenylethynyl)-1H-pyrazolo[3,4-b]pyridine